5-[(4R,9aR)-8-[4-(3-aminoazetidin-1-yl)pyrimidin-2-yl]-4-methyl-3,4,6,7,9,9a-hexahydro-1H-pyrazino[1,2-a]pyrazin-2-yl]quinoline-8-carbonitrile NC1CN(C1)C1=NC(=NC=C1)N1C[C@@H]2N([C@@H](CN(C2)C2=C3C=CC=NC3=C(C=C2)C#N)C)CC1